FC=1C=C(/C(=N/O)/N)C=CC1 (Z)-3-fluoro-N'-hydroxybenzamidine